C(C)N(CCNC(=S)NC=1C=C2C=CC(=NC2=CC1)N1CCNCC1)CC 1-(2-(diethylamino)ethyl)-3-(2-(piperazin-1-yl)quinolin-6-yl)thiourea